C(C)(C)(C)C1=CC(=NO1)NC(=O)NC1=CC=C(C=C1)N1N=CC2=CC=C(C=C12)F 1-(5-tert-butyl-isoxazol-3-yl)-3-[4-(6-fluoro-indazole-1-yl)-phenyl]-urea